stearyl methacrylate acrylate C(C=C)(=O)O.C(C(=C)C)(=O)OCCCCCCCCCCCCCCCCCC